2-methyl-N-(2,2,2-trifluoro-1-(4-fluoro-3-methylphenyl)ethyl)propane-2-sulfinamide CC(C)(C)S(=O)NC(C(F)(F)F)C1=CC(=C(C=C1)F)C